tert-Butyl (S)-2-ethynylmorpholine-4-carboxylate C(#C)[C@H]1CN(CCO1)C(=O)OC(C)(C)C